2,4-Diethyl-9H-thioxanthen C(C)C1=CC=2CC3=CC=CC=C3SC2C(=C1)CC